[Mg].C(CC1=CC=CC=C1)O phenethyl alcohol magnesium salt